BrC1=CC=2N(N=C1)C=C(N2)C(=O)O 7-bromoimidazo[1,2-b]pyridazine-2-carboxylic acid